[Co].[Fe].[Cu].[Ni] nickel copper iron cobalt